FC1=C(C(=CC=C1)F)CP(O)(=O)CC[C@H]1OC([C@H]([C@H]([C@@H]1OCC1=CC(=C(C=C1)OC)OC)OCC1=CC(=C(C=C1)OC)OC)OCC1=CC(=C(C=C1)OC)OC)OC1=CC=C(C=C1)OC (2,6-difluorophenyl)methyl-[2-[(2R,3R,4S,5S)-3,4,5-tris[(3,4-dimethoxyphenyl)methoxy]-6-(4-methoxyphenoxy)tetrahydropyran-2-yl]ethyl]phosphinic acid